C(C(C)C)NCC(C)C diiso-butylamine